C(C(=C)C)(=O)OCC(COCCC[SiH2]C(O[Si](C)(C)C)O[Si](C)(C)C)O (3-methacryloyloxy-2-hydroxypropoxy)propyl-bis(trimethylsiloxy)methylsilane